N-(3''-fluoro-4''-(((1-hydroxy-2-methylpropan-2-yl)amino)methyl)-5''-methoxy-2,2'-dimethyl-[1,1':3',1''-terphenyl]-3-yl)-1-methyl-6-oxo-1,6-dihydropyrimidine-5-carboxamide FC=1C=C(C=C(C1CNC(CO)(C)C)OC)C=1C(=C(C=CC1)C1=C(C(=CC=C1)NC(=O)C1=CN=CN(C1=O)C)C)C